N1=C(C=CC=C1)CCN1CCC(CC1)CN {1-[2-(pyridin-2-yl)ethyl]hexahydropyridin-4-yl}methanamine